C(C)SC=1N(N=C2C=C(C=CC12)N(C(C(F)(F)F)=O)C)C=1C=C2C(=CN1)N(N=C2)CC(C(F)(F)F)(F)F N-[3-ethylsulfanyl-2-[1-(2,2,3,3,3-pentafluoropropyl)pyrazolo[3,4-c]pyridin-5-yl]indazol-6-yl]-2,2,2-trifluoro-N-methyl-acetamide